COC=1C=C(C=2N(N1)C=C(C2)C=2N=C1SC(=NN1C2)OC)OC 6-(2,4-dimethoxypyrrolo[1,2-b]pyridazin-6-yl)-2-methoxyimidazo[2,1-b][1,3,4]thiadiazole